C(C)(C)(C)OC(=O)N1CCC(CC1)CNC=1C=2N(C=C(N1)C1=CC=NC=C1)C(=C(N2)C(NC)=O)C 4-[(3-Methyl-2-methylcarbamoyl-6-pyridin-4-yl-imidazo[1,2-a]pyrazin-8-ylamino)-methyl]-piperidine-1-carboxylic acid tert-butyl ester